ClC1=C(C=C(C=C1)C(=O)N1CCC(CC1)OCCCC1CCNCC1)N1CNCC=C1 1-(2-Chloro-5-(4-(3-(piperidin-4-yl)propoxy)piperidine-1-carbonyl)phenyl)dihydropyrimidine